7-((3-(((4,4-bis(((Z)-oct-5-en-1-yl)oxy)butanoyl)oxy)methyl)-5-(hydroxymethyl)benzyl)oxy)-7-oxoheptyl 2-butyloctanoate C(CCC)C(C(=O)OCCCCCCC(=O)OCC1=CC(=CC(=C1)CO)COC(CCC(OCCCC\C=C/CC)OCCCC\C=C/CC)=O)CCCCCC